C1(=CC=CC2=CC=CC=C12)NC1=CC(=CC=2C(C3=CC=CC=C3C(C12)=O)=O)S(=O)(=O)[O-] 4-[1-naphthylamino]-9,10-dioxo-9,10-dihydroanthracene-2-sulfonate